FC1=C(C(=C(C=C1)B1OBOBO1)F)F trifluorophenyl-boroxine